FC=1C=NC=CC1CN 3-fluoro-4-pyridinemethylamine